CC1([C@@]23[C@@H](CCC1)C([C@@](CC2)(C3)CCC)=O)C |r| (1SR,6RS,8SR)-2,2-dimethyl-8-propyltricyclo[6.2.1.01,6]undecan-7-one